ClC1=CC(=C(C=C1)N1CC(N(C2(CC(C2)O)C1=O)CC1=CC=C(C=C1)F)=O)F (2s,4s)-8-(4-chloro-2-fluorophenyl)-5-(4-fluoro-benzyl)-2-hydroxy-5,8-diazaspiro[3.5]nonane-6,9-dione